sodium 4-ethylbenzenesulfonate C(C)C1=CC=C(C=C1)S(=O)(=O)[O-].[Na+]